C1(=CC=CC=C1)C(C(=O)NC1=C(N=CS1)C(=O)NCC1=CC=CC=C1)CC 5-(2-Phenylbutanamido)-N-benzylthiazole-4-carboxamide